FC(C1=C(C(=CC=C1)F)N1CCC(CC1)N1C(N(C=2C([C@@H]1C)=CN(N2)C)CC2=C(C=CC=C2)C(F)(F)F)=O)F (S)-5-[1-(2-difluoromethyl-6-fluoro-phenyl)-piperidin-4-yl]-2,4-dimethyl-7-(2-trifluoromethyl-benzyl)-2,4,5,7-tetrahydro-pyrazolo[3,4-d]pyrimidin-6-one